5-((2,5-dichloro-pyrimidin-4-yl)amino)-3-(3-hydroxy-3-methylpentyl)-1-methyl-1,3-dihydro-2H-benzo[d]imidazol-2-one ClC1=NC=C(C(=N1)NC1=CC2=C(N(C(N2CCC(CC)(C)O)=O)C)C=C1)Cl